C(C)(C)(C)[Si](C)(C)OCC1=CC(=CC(=C1)OC)OC tert-butyl-((3,5-dimethoxybenzyl)oxy)dimethylsilane